CN(C(OC(C)(C)C)=O)[C@@H]1[C@@H](CNCC1)C tert-Butyl N-methyl-N-[(3R,4S)-3-methyl-4-piperidyl]carbamate